C(C1=CC=CC=C1)C1=CC(=NN1CC1=C(C=CC=C1)Cl)COC(C(=O)O)(C)C 2-([5-Benzyl-1-[(2-chlorophenyl)-methyl]-1H-pyrazol-3-yl]methoxy)-2-methylpropanoic acid